C1(=CC=CC=C1)C1(C2=CC=CC=C2C=2C=CC(=CC12)C1=CC=C(NC2=CC=CC=C2)C=C1)C1=CC=CC=C1 4-(9,9-diphenyl-9H-fluoren-2-yl)-N-phenylaniline